ClC1=NC2=CC=CC=C2C(=C1[N+](=O)[O-])NC1C(COCC1)(F)F chloro-N-(3,3-difluorotetrahydro-2H-pyran-4-yl)-3-nitroquinolin-4-amine